[5-[1-(1,3-dioxoisoindolin-2-yl)ethyl]-1-[5-(morpholine-4-carbonyl)-2-pyridinyl]-1,2,4-triazol-3-yl]carbamic acid tert-butyl ester C(C)(C)(C)OC(NC1=NN(C(=N1)C(C)N1C(C2=CC=CC=C2C1=O)=O)C1=NC=C(C=C1)C(=O)N1CCOCC1)=O